8-chloro-7,9-dimethylpyrido[3',2':4,5]Furano[3,2-d]Pyrimidine-4-ol ClC1=C(C2=C(OC3=C2N=CN=C3O)N=C1C)C